1,1,2,3-tetrafluoro-1-chloro-2-propene FC(C(=CF)F)(Cl)F